[(2R)-morpholin-2-yl]-[4-[5-(trifluoromethyl)pyrimidin-2-yl]piperazin-1-yl]methanone N1C[C@@H](OCC1)C(=O)N1CCN(CC1)C1=NC=C(C=N1)C(F)(F)F